C(C)C(C(=O)[O-])CCCC.C(CCCCCCCCCCC)N1C=[N+](C=C1)CCCCCCCCCCCC 1,3-di(dodecyl)imidazolium 2-ethylhexanoate